C(C)(=O)O.CCCCCCCCC n-nonane acetate